3-(bis(4-phenoxyphenyl)methyl)pyridin-2-ol O(C1=CC=CC=C1)C1=CC=C(C=C1)C(C=1C(=NC=CC1)O)C1=CC=C(C=C1)OC1=CC=CC=C1